C(C)N1C2=NC(=NC(=C2N=C1C1=CC=NC=C1)N1CCOCC1)CNC1=CC(=CC=C1)C N-((9-ethyl-6-morpholino-8-(pyridin-4-yl)-9H-purin-2-yl)methyl)-3-methylaniline